N-((1s,4s)-4-(cyanomethyl)-4-(trifluoromethyl)cyclohexyl)-2-methylpropane-2-sulfinamide C(#N)CC1(CCC(CC1)NS(=O)C(C)(C)C)C(F)(F)F